(1R,2R)-N-(6-(((R)-1-(6-cyclopropyl-8-(3-methyl-2,4-dioxoimidazolidin-1-yl)imidazo[1,2-a]pyridin-2-yl)ethyl)amino)pyrimidin-4-yl)-2-(4-methylpyrimidin-2-yl)cyclopropane-1-carboxamide C1(CC1)C=1C=C(C=2N(C1)C=C(N2)[C@@H](C)NC2=CC(=NC=N2)NC(=O)[C@H]2[C@@H](C2)C2=NC=CC(=N2)C)N2C(N(C(C2)=O)C)=O